C(C)C(C(=O)OCC=1C=C2C=CC(=NC2=CC1)[C@H]1C[C@@H](CCC1)COC)(C(C)C)C1=CC=C(C=C1)C1(CCCC1)C#N (2-((1R,3r)-3-(methoxymethyl)cyclohexyl)quinolin-6-yl)methanol ethyl-2-(4-(1-cyanocyclopentyl)phenyl)-3-methylbutanoate